C1(CCC1)C1=CC(=NN1)NC(CC1=CC=C(C=C1)OCC1=C(C=CC=C1)N1C(NC(CC1)=O)=O)=O N-(5-cyclobutyl-1H-pyrazol-3-yl)-2-(4-((2-(2,4-dioxotetrahydropyrimidin-1(2H)-yl)benzyl)oxy)phenyl)acetamide